IC=1C=C(N2N=CN=C(C21)N)C2CN[C@H](C2)COC 5-iodo-7-[(5R)-5-(methoxymethyl)pyrrolidin-3-yl]pyrrolo[2,1-f][1,2,4]triazin-4-amine